ClC1(C(=C(C(=C1C)C)C)C)C Chloro(pentamethylcyclopentadiene)